1-Isopropyl-3,5-bis(2-ethylbenzylidene)piperidin-4-one C(C)(C)N1CC(C(C(C1)=CC1=C(C=CC=C1)CC)=O)=CC1=C(C=CC=C1)CC